isopropyl (R)-3-(2-(6-((5-acrylamido-2-methoxy-4-(4-methylpiperazin-1-yl)phenyl)amino)pyrimidin-4-yl)isoxazolidin-3-yl)-5-fluorobenzoate C(C=C)(=O)NC=1C(=CC(=C(C1)NC1=CC(=NC=N1)N1OCC[C@@H]1C=1C=C(C(=O)OC(C)C)C=C(C1)F)OC)N1CCN(CC1)C